NC=1C(N(C2=C(N1)SC(=C2)CNCC(CN2N=CN=C2)(O)C2=C(C=C(C=C2)F)F)C2=CC1=C(OCCN1C1=CC=CC=C1)C=C2)=O 3-amino-6-(((2-(2,4-difluorophenyl)-2-hydroxy-3-(1H-1,2,4-triazol-1-yl)propyl)amino)methyl)-1-(4-phenyl-3,4-dihydro-2H-benzo[b][1,4]oxazin-6-yl)thieno[2,3-b]pyrazin-2(1H)-one